C12(CC3CC(CC(C1)C3)C2)COC(=O)OCCCCCN(CCCCCCCC(=O)OC(CCCCCCCC)CCCCCCCC)CCO heptadecan-9-yl 8-((5-((((adamantan-1-yl)methoxy)carbonyl)oxy)pentyl)(2-hydroxyethyl)amino)octanoate